[O-2].[Mn+2].[Mg+2].[Cu+2].[O-2].[O-2] copper magnesium manganese oxide